C(#N)C=1C(=CC(=NC1)N1N=C(C(=C1)CN1C[C@H](NCC1)C=1C(=C2COC(C2=CC1)=O)C)C(=O)NC)OC (R)-1-(5-cyano-4-methoxypyridin-2-yl)-N-methyl-4-((3-(4-methyl-1-oxo-1,3-dihydroisobenzofuran-5-yl)piperazin-1-yl)methyl)-1H-pyrazole-3-carboxamide